OCC1=CC=C(O1)C=1C=C2N(N=CC3=C2N(N=C3NC=3C(=NC=C(C(=O)NCCN2[C@H](CCC2)C)C3)C)C)C1 (S)-5-((8-(5-(hydroxymethyl)furan-2-yl)-1-methyl-1H-pyrazolo[3,4-d]pyrrolo[1,2-b]pyridazin-3-yl)amino)-6-methyl-N-(2-(2-methylpyrrolidin-1-yl)ethyl)nicotinamide